C(=O)C1=CC(=NN1CC[C@@H]1N(C(OC1)(C)C)C(=O)OC(C)(C)C)C tert-butyl (S)-4-(2-(5-formyl-3-methyl-1H-pyrazol-1-yl) ethyl)-2,2-dimethyloxazolidine-3-carboxylate